4-pentylnonyl 8-[2-(oxiran-2-yl)ethyl-[8-oxo-8-(4-pentylnonoxy)octyl] amino]octanoate O1C(C1)CCN(CCCCCCCC(=O)OCCCC(CCCCC)CCCCC)CCCCCCCC(OCCCC(CCCCC)CCCCC)=O